4-fluoro-2-Butenoic acid FCC=CC(=O)O